C1=NC=C(C2=CC=CC=C12)[C@H](C)[NH-] (S)-N-(1-(isoquinolin-4-yl)ethyl)-amide